C(=O)(CCCCCCCCC)OCC(CO)(COCC(CO)(CO)CO)CO dipentaerythritol caprate